5-[2-chloro-5-[[(1S,4S)-5-oxa-2-azabicyclo[2.2.1]heptan-4-yl]methoxy]-4-pyridyl]-N-(2,6-dimethylpyrimidin-4-yl)pyrazolo[1,5-a]pyridin-2-amine ClC1=NC=C(C(=C1)C1=CC=2N(C=C1)N=C(C2)NC2=NC(=NC(=C2)C)C)OC[C@]21CN[C@H](CO2)C1